(3Z)-1-iodo-9,9-diethoxy-3-nonene ICC\C=C/CCCCC(OCC)OCC